ClC1=C(C=CC=C1)NC(NN)=S 4-(2-chlorophenyl)thiosemicarbazide